1-[1-(methoxymethyl)cyclopentyl]-N-methylmethanamine hydrochloride Cl.COCC1(CCCC1)CNC